tert-Butyl (4-(5-chloro-3-(ethylthio)-1-(((4,5,6,7-tetrahydro-1H-indazol-3-yl)methyl)amino)-7,9-dihydrofuro[3,4-f]quinazolin-6-yl)-3-cyano-7-fluorobenzo[b]thiophen-2-yl)carbamate ClC1=C(C2=C(C=3C(=NC(=NC13)SCC)NCC1=NNC=3CCCCC13)COC2)C2=CC=C(C=1SC(=C(C12)C#N)NC(OC(C)(C)C)=O)F